N[C@H]1CS(C2=C(N(C1=O)CC1=CC=C(C=C1)Cl)C=C(C=C2)C=2OC(=NN2)N(C)C2CC2)(=O)=O (3R)-3-amino-5-[(4-chlorophenyl)methyl]-7-[5-[cyclopropyl(methyl)amino]-1,3,4-oxadiazol-2-yl]-1,1-dioxo-2,3-dihydro-1λ6,5-benzothiazepin-4-one